bis(2-isocyanato-2-propyl)benzene N(=C=O)C(C)(C)C1=C(C=CC=C1)C(C)(C)N=C=O